ClC=1C=C(C=C(C1)OCCC(F)(F)F)C=1C(N(C=C(C1)C=1C(NC(NC1)=O)=O)C=1C=NC=CC1)=O 5-(3-(3-Chloro-5-(3,3,3-trifluoropropoxy)phenyl)-2-oxo-2H-[1,3'-bipyridin]-5-yl)pyrimidine-2,4(1H,3H)-dione